2-(3-chlorophenyl)-N-(6-chloropyrimidin-4-yl)cyclopropane-1-sulfonamide ClC=1C=C(C=CC1)C1C(C1)S(=O)(=O)NC1=NC=NC(=C1)Cl